NC(C(=O)[O-])(CC)N diaminobutyric acid anion